C12C=CCC2C(C1)=O bicyclo[3.2.0]-hept-2-en-6-one